FC(C(=O)O)(F)F.NCC1=CC=CC(=N1)S(=O)(=O)N1C[C@H](C[C@@H](C1)C1=CC=CC=C1)C(=O)N1CCOCC1 trans-(1-((6-(Aminomethyl)pyridin-2-yl)sulfonyl)-5-phenylpiperidin-3-yl)(morpholino)methanone 2,2,2-trifluoroacetate